1-(1-(bis(tert-butoxycarbonyl)amino)isoquinolin-7-yl)-3-(trifluoromethyl)-1H-pyrazole-5-carboxylic acid C(C)(C)(C)OC(=O)N(C1=NC=CC2=CC=C(C=C12)N1N=C(C=C1C(=O)O)C(F)(F)F)C(=O)OC(C)(C)C